C(C)(=O)OC(C)(CCC[C@@H](C)[C@H]1CC[C@@H]2[C@@]1(CC[C@@H]1[C@]3(CC[C@@H](\C(\[C@@H]3CC[C@@H]21)=N/O)O)C)C)C (6R)-6-[(1R,3aS,3bS,5aR,6Z,7S,9aR,9bS,11aR)-7-hydroxy-6-(hydroxyimino)-9a,11a-dimethylhexadecahydro-1H-cyclopenta[1,2-a]phenanthren-1-yl]-2-methylheptan-2-yl acetate